ClC1=C(COC[C@@H]2[C@@H]([C@H](C(O2)OC)CC(=O)O)OCC2=C(C=C(C=C2)Cl)Cl)C=CC(=C1)Cl.CN(C)C(N(C)C)N(C)C tri(dimethylamino)methane (3R,4R,5R)-5-(2,4-dichloro-benzyloxymethyl)-4-(2,4-dichlorobenzyloxy)-2-methoxy-tetrahydrofuran-3-acetate